5-(2-((2-(4-methylpiperazin-1-yl)pyridin-4-yl)amino)-7H-pyrrolo[2,3-d]pyrimidin-5-yl)-N-(tetrahydro-2H-pyran-4-yl)pyrazolo[1,5-a]pyridine-3-carboxamide CN1CCN(CC1)C1=NC=CC(=C1)NC=1N=CC2=C(N1)NC=C2C2=CC=1N(C=C2)N=CC1C(=O)NC1CCOCC1